ClC=1C=C(C=CC1Cl)OC1=CC=NC2=CC=CC=C12 4-((3,4-dichlorophenyl)oxy)quinoline